2,4'-difluoro-2'-((2-(methylamino)ethyl)amino)-[1,1'-biphenyl]-4-carboxamide FC1=C(C=CC(=C1)C(=O)N)C1=C(C=C(C=C1)F)NCCNC